2-[(2-methylphenyl)methylsulfanyl]-3,7-dihydropurin-6-one CC1=C(C=CC=C1)CSC1=NC(C=2NC=NC2N1)=O